C(CCCCCCC)[Si](N[Si](CCCCCCCC)(C)C)(C)C 1,3-di-n-octyltetramethyl-disilazane